FC1=CC(=C(C=C1[N+](=O)[O-])NC1=NC=C(C(=N1)C1=CN(C2=CC=CC=C12)C)N)OC N2-(4-fluoro-2-methoxy-5-nitrophenyl)-4-(1-methyl-1H-indol-3-yl)pyrimidine-2,5-diamine